C(C)OC(=O)C=1N(C2=CC=C(C=C2C1)NC(C1=C(C=CC(=C1)CNC(C(C)C)=O)Cl)=O)C(C)C 5-(2-chloro-5-(isobutyrylaminomethyl)benzoylamino)-1-isopropyl-1H-indole-2-carboxylic acid ethyl ester